tert-butyl 6-(4-(7-hydroxyheptyl)piperazin-1-yl)nicotinate OCCCCCCCN1CCN(CC1)C1=NC=C(C(=O)OC(C)(C)C)C=C1